ascorbic acid sodium ascorbate O=C1C(O)=C([O-])[C@H](O1)[C@@H](O)CO.[Na+].O=C1C(O)=C(O)[C@H](O1)[C@@H](O)CO